5-(3-cyclopropylphenoxy)pyridazine-4-carboxylic acid methyl ester COC(=O)C1=CN=NC=C1OC1=CC(=CC=C1)C1CC1